ClC1=C(C=C(C=C1)C1=CN(C(C(=C1)C(F)(F)F)=O)C)CC(C(=O)NC1=CC=C(C=C1)C1=NN=CN1C)NC(=O)C=1C(=NOC1)C N-[1-[[2-chloro-5-[1-methyl-6-oxo-5-(trifluoromethyl)-3-pyridyl]phenyl]methyl]-2-[4-(4-methyl-1,2,4-triazol-3-yl)anilino]-2-oxo-ethyl]-3-methyl-isoxazole-4-carboxamide